(S)-2-(N-(4-amino-5-benzoyl-thiazol-2-yl)-4-fluoro-anilino)propanamide NC=1N=C(SC1C(C1=CC=CC=C1)=O)N(C1=CC=C(C=C1)F)[C@H](C(=O)N)C